(1R,2S,5S)-3-(2-hydroxy-2-methylpropanoyl)-6,6-dimethyl-N-((S)-3-oxo-1-((S)-2-oxopyrrolidin-3-yl)-4-(trifluoromethoxy)butan-2-yl)-3-azabicyclo-[3.1.0]hexane-2-carboxamide OC(C(=O)N1[C@@H]([C@H]2C([C@H]2C1)(C)C)C(=O)N[C@@H](C[C@H]1C(NCC1)=O)C(COC(F)(F)F)=O)(C)C